ClC=1C=C(C=CC1Cl)N1N=C(CC1)NC(CN1CCN(CC1)C(=O)OCC1=CC=CC=C1)=O benzyl 4-(2-((1-(3,4-dichlorophenyl)-4,5-dihydro-1H-pyrazol-3-yl)amino)-2-oxoethyl)piperazine-1-carboxylate